gamma-aminopropyl-ethoxydimethyl-silane NCCC[Si](C)(C)OCC